(S)-4-(2-acryloyl-1,2,3,4-tetrahydroisoquinolin-5-yl)-3-chloro-5-fluoro-2-methyl-1H-indole-7-carboxamide C(C=C)(=O)N1CC2=CC=CC(=C2CC1)C1=C2C(=C(NC2=C(C=C1F)C(=O)N)C)Cl